C(C1=CC=CC=C1)(=O)O.C(C1=CC=CC=C1)(=O)OCC1=CC=CC=C1 benzyl benzoate (benzoate)